FC=1C=C(C=CC1OC)C=1N=C(C2=C(N1)CC[S@]2=O)NC2=CC=C(OCC(=O)O)C=C2 (R)-2-(4-((2-(3-fluoro-4-methoxyphenyl)-5-oxido-6,7-dihydrothieno[3,2-d]pyrimidin-4-yl)amino)phenoxy)acetic acid